3-(6-azaspiro[2.5]oct-6-yl)-4-{N-[2-(4,4-difluoropiperidinyl)-6-methylpyrimidin-4-yl]carbamoyl}benzoyl chloride C1CC12CCN(CC2)C=2C=C(C(=O)Cl)C=CC2C(NC2=NC(=NC(=C2)C)N2CCC(CC2)(F)F)=O